OC1=C(C(N(N=C1C)C)=O)C1=CC=CC2=CC=CC=C12 5-hydroxy-2,6-dimethyl-4-(1-naphthyl)-3(2H)-pyridazinone